6-methyltetrahydro-2H-pyran-3,4,5-triyltriacetate CC1C(C(C(CO1)CC(=O)[O-])CC(=O)[O-])CC(=O)[O-]